(R)-6-Chloro-1'-(5-(3-chloro-4-(hydroxymethyl)benzyl)-4H-1,2,4-triazole-3-carbonyl)-5-fluorospiro[benzo[d][1,3]oxazine-4,3'-piperidin]-2(1H)-one ClC1=C(C2=C(NC(O[C@@]23CN(CCC3)C(=O)C3=NN=C(N3)CC3=CC(=C(C=C3)CO)Cl)=O)C=C1)F